(R)-3-ethoxy-N-(3-(2-((2-fluoro-3-(methylsulfonyl)phenyl)amino)-5-methyl-pyrimidin-4-yl)-1H-indol-7-yl)-2-(4-methylpiperazin-1-yl)propanamide 2,2,2-Trichloroethyl-chloroformate ClC(COC(=O)Cl)(Cl)Cl.C(C)OC[C@H](C(=O)NC=1C=CC=C2C(=CNC12)C1=NC(=NC=C1C)NC1=C(C(=CC=C1)S(=O)(=O)C)F)N1CCN(CC1)C